CC1(C(CC1)NC(=O)C1=NC=CC(=C1O)OC)C N-(2,2-dimethylcyclobutyl)-3-hydroxy-4-methoxy-pyridine-2-carboxamide